bis(trimethylpentyl)phosphinate CC(CCCCP([O-])(=O)CCCCC(C)(C)C)(C)C